(S)-N-methyl-2-(6-methyl-4-(trifluoromethyl)pyridin-2-yl)-N-(2,3,4,5-tetrafluorophenyl)isothiazolidine-3-carboxamide 1,1-dioxide CN(C(=O)[C@H]1N(S(CC1)(=O)=O)C1=NC(=CC(=C1)C(F)(F)F)C)C1=C(C(=C(C(=C1)F)F)F)F